BrC1=CC=C(C(=O)NNC([C@H](NC2=C(C(=C(C=C2)C#N)Cl)C)[C@@H](O[Si](C)(C)C(C)(C)C)C)=O)C=C1 4-Bromo-N'-(O-(tert-butyldimethylsilyl)-N-(3-chloro-4-cyano-2-methylphenyl)-D-threonyl)benzohydrazide